BrC1=NN(C(=C1)C(=O)N(CC)C1=C(C=C(C=C1C(N(CC)C)=O)Cl)Cl)C1=NC=CC=C1Cl 3-bromo-1-(3-chloropyridin-2-yl)-N-(2,4-dichloro-6-(methylethylcarbamoyl)phenyl)-N-ethyl-1H-pyrazole-5-carboxamide